C(#N)C1=CC(=C(C(=C1)F)C1=CC(=NC(=C1)OCC)NC(=O)C=1C(N(C=C(C1)CN[C@@H](C)C1CC1)C)=O)C(=O)N1CC(C1)(F)F N-[4-[4-cyano-2-(3,3-difluoroazetidine-1-carbonyl)-6-fluorophenyl]-6-ethoxypyridin-2-yl]-5-[[[(1S)-1-cyclopropylethyl]amino]methyl]-1-methyl-2-oxopyridine-3-carboxamide